methylcyclohexane-2,4-diamine CC1C(CC(CC1)N)N